2-(6-((6-azabicyclo[3.1.1]heptan-3-yl)(2-fluoroethyl)amino)pyridazin-3-yl)-5-(1H-pyrazol-4-yl)phenol C12CC(CC(N1)C2)N(C2=CC=C(N=N2)C2=C(C=C(C=C2)C=2C=NNC2)O)CCF